FC(C(=O)O)(F)F.C1(CC1)C1=C(CN2CC3(C2)CN(C(C3)=O)C3=CC=C(C(=O)O)C=C3)C=C(C(=C1)C)OCC 4-(2-(2-cyclopropyl-5-ethoxy-4-methylbenzyl)-7-oxo-2,6-diazaspiro[3.4]octane-6-yl)benzoic acid, trifluoroacetate salt